6-fluoro-4-oxo-1-(1,3-thiazol-2-yl)-7-[3-(1H-1,2,3-triazol-1-yl)azetidin-1-yl]-1,4-dihydro-1,8-naphthyridine-3-carboxylic acid FC=1C=C2C(C(=CN(C2=NC1N1CC(C1)N1N=NC=C1)C=1SC=CN1)C(=O)O)=O